FC=1C=C(C=CC1OC1=CC=NC2=CC(=C(C=C12)C(NC)=O)OCCN1CCOCC1)NC(=O)C1=C2C(=CN(C1=O)C1=CC=C(C=C1)F)CCO2 N-(3-fluoro-4-((6-(methylcarbamoyl)-7-(2-morpholinoethoxy)quinolin-4-yl)oxy)phenyl)-5-(4-fluorophenyl)-6-oxo-2,3,5,6-tetrahydrofuro[3,2-c]pyridine-7-carboxamide